C1(CC1)OC1=CC(=C(C#N)C=C1OC(C)(C)C1=NC=CC=N1)[N+](=O)[O-] 4-cyclopropoxy-2-nitro-5-{[2-(pyrimidin-2-yl)propan-2-yl]oxy}-benzonitrile